ClC1=CC(=C(C=C1)C1(CC1)C(=O)NC=1C=C(C(=C(C(=O)OCC)C1)C=1C=NN(C1)C1CCC1)F)F Ethyl 5-({[1-(4-chloro-2-fluorophenyl) cyclopropyl]carbonyl}amino)-2-(1-cyclobutyl-1H-pyrazol-4-yl)-3-fluorobenzoate